tert-Butyl (1R,5S,6s)-6-((E)-4-(5-chloro-7-(((R)-1-cyclobutylethyl)amino)-[1,2,4]triazolo[1,5-a]pyrimidin-6-yl)-3,5-difluorophenylvinyl)-3-azabicyclo[3.1.0]hexane-3-carboxylate ClC1=NC=2N(C(=C1C1=C(C=C(C=C1F)/C=C/C1[C@@H]3CN(C[C@H]13)C(=O)OC(C)(C)C)F)N[C@H](C)C1CCC1)N=CN2